1-(2-((2,8-diazaspiro[4.5]decan-2-yl)methyl)-5-(trifluoromethyl)phenyl)piperidine-4-carboxylic acid C1N(CCC12CCNCC2)CC2=C(C=C(C=C2)C(F)(F)F)N2CCC(CC2)C(=O)O